BrC=1C=NN2C1C=C(C=C2Br)S(=O)(=O)NC2(CC2)C 3,7-dibromo-N-(1-methylcyclopropyl)pyrazolo[1,5-a]pyridine-5-sulfonamide